FC1=CC=C(C=C1)C1=NN2C(CN(CC2)C(CC#N)=O)=C1C1=CC=NC=C1 3-(2-(4-fluorophenyl)-3-(pyridin-4-yl)-6,7-dihydropyrazolo[1,5-a]pyrazin-5(4H)-yl)-3-oxopropanenitrile